5,6-dibutylnaphthalene-2-sulfonate C(CCC)C1=C2C=CC(=CC2=CC=C1CCCC)S(=O)(=O)[O-]